N-methyl-1,3-propylene-diamine CNCCCN